Dichloropinacol diacetate C(C)(=O)OC(C(Cl)Cl)(C)C(C)(C)OC(C)=O